6-methyl-7-nitro-2-(trifluoromethyl)-5,6-dihydrobenzo[h][1,6]naphthyridine-5,5-d2 CN1C(C=2C=CC(=NC2C2=C1C(=CC=C2)[N+](=O)[O-])C(F)(F)F)([2H])[2H]